BrC1=C(C=C(C(=C1)Cl)OC)S(=O)(=O)N[C@@H](C(=O)OC)C(C)C methyl (R)-2-(2-bromo-4-chloro-5-methoxyphenylsulfonylamino)-3-methylbutyrate